(E)-N-(3-(2-(4,4-Difluorocyclohexyl)vinyl)-1-methyl-1H-indazol-5-yl)acrylamide FC1(CCC(CC1)/C=C/C1=NN(C2=CC=C(C=C12)NC(C=C)=O)C)F